C(C)(=O)N[C@@H](CC1=CNC=N1)C(=O)O |r| racemic-acetylhistidine